4-(3-(1,1-dioxothiomorpholine-4-carbonyl)-4-fluorobenzyl)phthalazin O=S1(CCN(CC1)C(=O)C=1C=C(CC2=NN=CC3=CC=CC=C23)C=CC1F)=O